2,5-dichloro-N-(2-fluoro-5-nitrophenyl)-N-phenylpyrimidin-4-amine ClC1=NC=C(C(=N1)N(C1=CC=CC=C1)C1=C(C=CC(=C1)[N+](=O)[O-])F)Cl